NC1=C(C=C(C=N1)C=1C=C2N(N1)CCC21CN(C1)C(=O)NCC1=CC=C(C=C1)F)C(F)(F)F 2'-[6-amino-5-(trifluoromethyl)pyridin-3-yl]-N-[(4-fluorophenyl)methyl]-5',6'-dihydrospiro[azetidine-3,4'-pyrrolo[1,2-b]pyrazole]-1-carboxamide